N-(4-methyl-3-(2-((3-methylisothiazol-5-yl)amino)-8,9-dihydroimidazo[1',2':1,6]pyrido[2,3-d]pyrimidin-6-yl)phenyl)-4-(trifluoromethyl)picolinamide CC1=C(C=C(C=C1)NC(C1=NC=CC(=C1)C(F)(F)F)=O)C1=CC2=C(N=C(N=C2)NC2=CC(=NS2)C)N2C1=NCC2